CN1N=NN=C1 (Z)-(1-methyl-1H-tetrazole)